FC1=CC=C2C(=CNC2=C1)S(=O)(=O)NC1=CC=2C(=NSN2)C=C1F 6-fluoro-N-(6-fluoro-2,1,3-benzothiadiazol-5-yl)-1H-indole-3-sulfonamide